C(C)(C)(C)OC(=O)NC(CCCCCN)C(=O)OC(C)(C)C N-t-butyloxycarbonyl-(BOC)-1,6-hexanediamine